2-undecyl-2-methyl-undecyl-2-glyceryl-linoleate C(CCCCCCCCCC)C(COC(C(CCCCCC\C=C/C\C=C/CCCCC)CC(O)CO)=O)(CCCCCCCCC)C